BrC=1C=C2C=C(C(N(C2=NC1)CC1=NC=C(C=C1)F)=O)C(=O)OCC ethyl 6-bromo-1-[(5-fluoro-2-pyridyl)methyl]-2-oxo-1,8-naphthyridine-3-carboxylate